ClC(C)(CCl)O 2,3-Dichloropropan-2-ol